OCCN1CCN(CC1)C1=CC=C(C=C2C(N(C(N2C)=[Se])C2=CC=C(C=C2)C)=O)C=C1 5-(4-(4-(2-hydroxyethyl)piperazin-1-yl)benzylidene)-1-methyl-2-selenoxo-3-(4-tolyl)imidazoline-4-one